CP(=O)(C)C=1C=C(COC=2C(=NC=C(C2)F)C=2C=C(SC2)C(=O)NC2=CC(=CC=C2)NS(=O)(=O)C)C=C(C1)F 4-(3-((3-(dimethylphosphoryl)-5-fluorobenzyl)oxy)-5-fluoropyridin-2-yl)-N-(3-(methylsulfonamido)phenyl)thiophene-2-carboxamide